C1(CCCC1)C1=CC(=NN1)NC1=NC(=NC=C1)N(C1CCC(CC1)CC(=O)OC)C methyl 2-(4-((4-((5-cyclopentyl-1H-pyrazol-3-yl)amino)pyrimidin-2-yl)(methyl)amino)cyclohexyl)acetate